C(C)OC(NC1=C(C=CC=C1OC)C#N)=O (2-Cyano-6-methoxyphenyl)carbamic acid ethyl ester